tert-butyl (3aR*,6aS*)-3-cyclopropyl-2-oxohexahydro-5H-pyrrolo[3,4-d]oxazole-5-carboxylate C1(CC1)N1C(O[C@@H]2[C@H]1CN(C2)C(=O)OC(C)(C)C)=O |o1:6,7|